C1(=CC=C(C=C1)C1=NN=C(O1)SC=1OC2=C(N1)C=CC=C2)C 2-((5-(p-tolyl)-1,3,4-oxadiazol-2-yl)thio)benzo[d]oxazole